C1=CC=CC=2C3=CC=CC=C3C(C12)COC(=O)N[C@H](C(=O)OC)CCC(CNC(=O)OC(C)(C)C)(F)F (S)-Methyl 2-((((9H-fluoren-9-yl)methoxy)carbonyl)amino)-6-((tert-butoxycarbonyl)amino)-5,5-difluorohexanoate